1-(3-(5-bromo-1-methyl-1H-pyrrole-2-carboxamido)cyclohexyl)-N-methyl-2-(pyridin-2-yl)-1H-benzo[d]imidazole-5-carboxamide BrC1=CC=C(N1C)C(=O)NC1CC(CCC1)N1C(=NC2=C1C=CC(=C2)C(=O)NC)C2=NC=CC=C2